tert-butyl (1-((3-(2,2-difluoro-1-hydroxyethyl)phenyl) sulfonyl)piperidin-4-yl)carbamate FC(C(O)C=1C=C(C=CC1)S(=O)(=O)N1CCC(CC1)NC(OC(C)(C)C)=O)F